1-chloro-5,6,7,8-tetrahydroisoquinoline 2-oxide ClC1=[N+](C=CC=2CCCCC12)[O-]